C(C)(CC)OC1=CC(=C(C=C1)C(CCO)C)C 3-(4-(sec-butoxy)-2-methylphenyl)butan-1-ol